4-(2-bromoethyl)aniline BrCCC1=CC=C(N)C=C1